1-naphthol methacrylate C(C(=C)C)(=O)OC1=CC=CC2=CC=CC=C12